2-(4-(2-cyclopropyloxyethoxy)benzyl)benzene C1(CC1)OCCOC1=CC=C(CC2=CC=CC=C2)C=C1